(1R,3r)-3-((R)-3-(1-(4-((R)-1-(2,4-dichlorophenyl)ethoxy)-5-fluoropyridin-2-yl)azetidin-3-yl)piperidin-1-yl)-1-methylcyclobutane-1-carboxylic acid ClC1=C(C=CC(=C1)Cl)[C@@H](C)OC1=CC(=NC=C1F)N1CC(C1)[C@@H]1CN(CCC1)C1CC(C1)(C(=O)O)C